tert-butyl N-[[5-[[2-(tert-butoxycarbonylamino)-5-(4-fluorophenyl)phenyl]carbamoyl]-2-thienyl]-methyl-oxo-sulfanylidene]carbamate C(C)(C)(C)OC(=O)NC1=C(C=C(C=C1)C1=CC=C(C=C1)F)NC(=O)C1=CC=C(S1)S(=NC(OC(C)(C)C)=O)(=O)C